CC1=NC(=CC(=C1)C1=CC2=C(C(N(C=C2C2=CCN(C=C2C#CC)C)C)=O)N1S(=O)(=O)C1=CC=C(C=C1)C)C 4-[2-(2,6-dimethylpyridin-4-yl)-6-methyl-1-(4-methylbenzenesulfonyl)-7-oxopyrrolo[2,3-c]pyridin-4-yl]-1-methyl-5-(prop-1-yn-1-yl)pyridin